(trans)-4-aminocyclohexane-1-carbonitrile N[C@@H]1CC[C@H](CC1)C#N